3-(naphthalen-1-ylethynyl)-1H-pyrrole-2,4-dicarboxylic acid diethyl ester C(C)OC(=O)C=1NC=C(C1C#CC1=CC=CC2=CC=CC=C12)C(=O)OCC